NC1=NC=CC2=C1N=CN2[C@@H]2C=C([C@H]([C@H]2O)O)CO (1s,2r,5r)-5-(4-aminoimidazo[4,5-c]pyridin-1-yl)-3-(hydroxymethyl)cyclopent-3-en-1,2-diol